CC1(C(C(=C[C@]2(CCN(C2)C(=O)C2=CC(=CC(=C2)C(F)(F)F)C)C1)C#N)=O)C (5R)-9,9-dimethyl-2-[3-methyl-5-(trifluoromethyl)benzene-1-carbonyl]-8-oxo-2-azaspiro[4.5]dec-6-ene-7-carbonitrile